ClC1=C(C=C(C=C1)Cl)C=1C=NC=CC1NC(=O)C=1C=NN2C1N=CC=C2 N-(3-(2,5-dichlorophenyl)pyridin-4-yl)pyrazolo[1,5-a]pyrimidine-3-carboxamide